N1=CCC2(C3=CC=CC=C13)CCNCC2 spiro[piperidine-4,4'-quinolin]